(S)-2-amino-4-((2-((4-fluorobenzyl)oxy)benzyl)(2-(3-methoxyphenoxy)benzyl)amino)butanoic acid N[C@H](C(=O)O)CCN(CC1=C(C=CC=C1)OC1=CC(=CC=C1)OC)CC1=C(C=CC=C1)OCC1=CC=C(C=C1)F